ClC1=NC=CC(=C1F)C=1NC2=CC=C(C=C2C1C(C)C)C1CCNCC1 2-(2-chloro-3-fluoropyridin-4-yl)-3-isopropyl-5-(piperidin-4-yl)-1H-indole